N[C@H](C(=O)O)CCN(CCCCC1=NC=2NCCCC2C=C1)CCOC1=CC=CC=C1 (S)-2-amino-4-((2-phenoxyethyl)(4-(5,6,7,8-tetrahydro-1,8-naphthyridin-2-yl)butaneYl)amino)butyric acid